CC(C(=O)OC1CCC(CC1)=O)(C)C (4-oxocyclohexyl) 2,2-dimethylpropionate